2-[[6-[[5-chloro-2-[(3R,5R)-3-[(1,3-dioxoisoindolin-2-yl)methyl]-4,4-difluoro-5-methyl-1-piperidyl]pyrimidin-4-yl]amino]-1-methyl-2-oxo-3-quinolyl]oxy]-N-methyl-acetamide ClC=1C(=NC(=NC1)N1C[C@@H](C([C@@H](C1)C)(F)F)CN1C(C2=CC=CC=C2C1=O)=O)NC=1C=C2C=C(C(N(C2=CC1)C)=O)OCC(=O)NC